(3R)-3-[4-[(2,4-dimethoxyphenyl)methylamino]-3-iodo-pyrazolo[4,3-c]pyridin-1-yl]piperidine-1-carboxylic acid tert-butyl ester C(C)(C)(C)OC(=O)N1C[C@@H](CCC1)N1N=C(C=2C(=NC=CC21)NCC2=C(C=C(C=C2)OC)OC)I